NC1=C2C(=NC=N1)N(N=C2C2=CC=C(C=C2)OC2=CC=CC=C2)C2CCN(CC2)CC=2C=C1C(N(C(C1=CC2Br)=O)C2C(NC(CC2)=O)=O)=O 5-((4-(4-amino-3-(4-phenoxyphenyl)-1H-pyrazolo[3,4-d]pyrimidin-1-yl)piperidin-1-yl)methyl)-6-bromo-2-(2,6-dioxopiperidin-3-yl)isoindoline-1,3-dione